O=C1N(C(CC1)=O)C(C(=O)[O-])CCOC1=CC=C(C=C1)C(C)=NNC(CC(C)(C)S)=O 2,5-dioxopyrrolidin-1-yl-4-(4-(1-(2-(3-mercapto-3-methylbutanoyl)hydrazono)ethyl)phenoxy)butanoate